2-acetyl-6-((3-(hydroxymethyl)-3-methylazetidin-1-yl)methyl)-4-(trifluoromethyl)isoindolin-1-one C(C)(=O)N1C(C2=CC(=CC(=C2C1)C(F)(F)F)CN1CC(C1)(C)CO)=O